FC=1C=C(C(=O)NC=2C=NC(=CC2)N2CC(C3=CC(=CC=C23)F)(C)C)C=C(C1O)C=O 3-fluoro-N-(6-(5-fluoro-3,3-dimethylindolin-1-yl)pyridin-3-yl)-5-formyl-4-hydroxybenzamide